The molecule is a steroid sulfate oxoanion that is the conjugate base of 17alpha-ethynylestradiol 3-sulfate arising from deprotonation of the sulfate OH group; major species at pH 7.3. It is a conjugate base of a 17alpha-ethynylestradiol 3-sulfate. C[C@]12CC[C@H]3[C@H]([C@@H]1CC[C@]2(C#C)O)CCC4=C3C=CC(=C4)OS(=O)(=O)[O-]